[Pt+2].FC1=C(C(=C(C(=C1F)F)F)F)C=1C2=CC=C(N2)C(=C2C=CC(C(=C3C=CC(=C(C=4C=CC1N4)C4=C(C(=C(C(=C4F)F)F)F)F)N3)C3=C(C(=C(C(=C3F)F)F)F)F)=N2)C2=C(C(=C(C(=C2F)F)F)F)F 5,10,15,20-tetrakis-(2,3,4,5,6-pentafluorophenyl)porphyrin platinum (II)